tert-Butyl 3-amino-1,4,6,7-tetrahydro-5H-pyrazolo[4,3-c]pyridine-5-carboxylate NC1=NNC2=C1CN(CC2)C(=O)OC(C)(C)C